tert-butyl 6-(2-((1S,5R)-5-(trifluoromethyl)-3-(8-(trifluoromethyl)quinolin-5-yl)-3-azabicyclo[3.1.0]hexane-1-carbonyl)hydrazine-1-carbonyl)-2-azaspiro[3.3]heptane-2-carboxylate FC([C@]12CN(C[C@@]2(C1)C(=O)NNC(=O)C1CC2(CN(C2)C(=O)OC(C)(C)C)C1)C1=C2C=CC=NC2=C(C=C1)C(F)(F)F)(F)F